CC(=CCC1=C2C(=CC=C1)NC3=CC=CC(=C3N2)C(=O)O)C The molecule is a member of the class of phenazines that is 5,10-dihydrophenazine substituted at positions 1 and 9 by carboxy and dimethylallyl groups respectively. It has a role as a bacterial metabolite. It is an aromatic carboxylic acid, a member of phenazines and an olefinic compound. It is a conjugate acid of a 5,10-dihydro-9-dimethylallylphenazine 1-carboxylate.